(E)-3-(4-Hydroxy-3-nitrophenyl)-1-(2-methylphenyl)prop-2-en-1-one OC1=C(C=C(C=C1)/C=C/C(=O)C1=C(C=CC=C1)C)[N+](=O)[O-]